BrC1=CN=C(S1)N(C(OC(C)(C)C)=O)CCCCOC tert-butyl (5-bromothiazol-2-yl)(4-methoxybutyl)carbamate